(3-(2-amino-3-nitropyridin-4-yl)-3,8-diazabicyclo[3.2.1]oct-8-yl)((1S,2R)-2-fluorocyclopropyl)methanone NC1=NC=CC(=C1[N+](=O)[O-])N1CC2CCC(C1)N2C(=O)[C@H]2[C@@H](C2)F